C[C@@H]1CCOCCOC2C=NC=C(C3=NNC=4C=CC(O1)=CC34)S2 (13R)-13-methyl-7,10,14-trioxa-23-thia-4,19,20-triazatetracyclo[13.5.2.12,6.018,21]tricosa-1(20),2,4,15(22),16,18(21)-hexaene